N-[3-[2-(difluoromethoxy)-5-(dimethylsulfamoyl)phenyl]-1-methyl-pyrazol-4-yl]pyrazolo[1,5-a]pyrimidine-3-carboxamide FC(OC1=C(C=C(C=C1)S(N(C)C)(=O)=O)C1=NN(C=C1NC(=O)C=1C=NN2C1N=CC=C2)C)F